N-((adamantan-1-yl)methyl)-N-((5-(hydrazinecarbonyl)pyridin-2-yl)methyl)methanesulfonamide C12(CC3CC(CC(C1)C3)C2)CN(S(=O)(=O)C)CC2=NC=C(C=C2)C(=O)NN